NC=1C=2N(C(=CN1)C)C(=NC2C2(CC(=NC=C2)NC([C@H](O)C2=CC(=CC=C2)F)=O)C)C([2H])([2H])[2H] (R)-N-[4-[8-amino-5-methyl-3-(trideuteriomethyl)imidazo[1,5-a]pyrazin-1-yl]-4-methyl-2-pyridyl]-2-(3-fluorophenyl)-2-hydroxy-acetamide